C(#N)C1=C(C(=C(C(=C1)C1CC1)NC(=O)N=[S@@](=O)(N)C1=CN=C(S1)C(C)(C)O)C(C)C)F (S)-N'-(4-cyano-6-cyclopropyl-3-fluoro-2-isopropylphenylcarbamoyl)-2-(2-hydroxypropan-2-yl)thiazole-5-sulfonimidamide